COC(=O)C=1C2=C(SC1C(C)C)CCC2 (propan-2-yl)-4H,5H,6H-cyclopenta[b]thiophene-3-carboxylic acid methyl ester